Cl.ClC1=C(C=CC(=C1)Cl)[C@@H](C)NN (R)-(1-(2,4-dichlorophenyl)ethyl)hydrazine hydrochloride